3-(4-(2-(CYCLOPROPYLMETHYL)-3-(3-FLUOROPHENYL)-1H-PYRROLO[2,3-B]PYRIDIN-5-YL)BENZYL)CYCLOHEXAN-1-OL C1(CC1)CC1=C(C=2C(=NC=C(C2)C2=CC=C(CC3CC(CCC3)O)C=C2)N1)C1=CC(=CC=C1)F